4-(1-(2,4-difluorophenyl)-5-(3,5-dimethylisoxazol-4-yl)-1H-pyrrolo[2,3-b]pyridin-3-yl)-5-ethoxy-2-fluorobenzoic acid FC1=C(C=CC(=C1)F)N1C=C(C=2C1=NC=C(C2)C=2C(=NOC2C)C)C2=CC(=C(C(=O)O)C=C2OCC)F